1-cyclopropyl-N-((5-methyl-6-(pyrazolo[1,5-a]pyridin-5-yl)-2,3-dihydrobenzofuran-7-yl)carbamoyl)-1H-pyrazole-3-sulfonamide C1(CC1)N1N=C(C=C1)S(=O)(=O)NC(NC1=C(C(=CC=2CCOC21)C)C2=CC=1N(C=C2)N=CC1)=O